C(C)(C)(C)OC(=O)N1C[C@@]2(CCN(C2)[C@H](C(=O)O)C(C)C)CC1 (S)-2-((S)-7-(tert-butoxycarbonyl)-2,7-diazaspiro[4.4]nonan-2-yl)-3-methylbutanoic acid